C(C)(C)(C)OC(=O)N(CC(C(=O)O)C1=CC(=CC=C1)OC)C 3-((tert-butoxycarbonyl)(methyl)amino)-2-(3-methoxyphenyl)propionic acid